4-bromo-5-chloro-1-cyclobutylindazole BrC1=C2C=NN(C2=CC=C1Cl)C1CCC1